3-(3-(3-carboxylphenoxy)azetidin-1-yl)-2-aminobenzoic acid C(=O)(O)C=1C=C(OC2CN(C2)C=2C(=C(C(=O)O)C=CC2)N)C=CC1